BrC=1C(=C(C=CC1)C1=CC(=C(C=C1)NC(C)=O)F)O N-(3'-bromo-3-fluoro-2'-hydroxy-[1,1'-biphenyl]-4-yl)acetamide